2-acryloxymethylthio-5-n-butylthio-1,3,4-thiadiazole C(C=C)(=O)OCSC=1SC(=NN1)SCCCC